FC(C(=O)O)(F)F.NC=1N=CC(=NC1C1=CN=C(O1)C)C=1C=C(C=CC1C([2H])([2H])[2H])C(CO)(C(F)(F)F)O 2-(3-(5-Amino-6-(2-methyloxazol-5-yl)pyrazin-2-yl)-4-(methyl-d3)phenyl)-3,3,3-trifluoropropane-1,2-diol trifluoroacetate salt